N1C=NC2=C1C=CC(=C2)NC(CN)C2=CC=C(C=C2)C2=CSC=C2 N1-(1H-benzimidazol-5-yl)-1-[4-(thien-3-yl)phenyl]ethane-1,2-diamine